1-(4-amino-6-methylpyridin-3-yl)ethanone NC1=C(C=NC(=C1)C)C(C)=O